C(C)(CC)OC1=CC=C(C=C1)C(C)=O 1-(4-(sec-butoxy)phenyl)ethan-1-one